(2-(5'-fluoro-3-methyl-1'-(4-oxopentanoyl)-1H,1'H-[4,6'-biindazol]-1-yl)acetyl)glycylglycine FC=1C=C2C=NN(C2=CC1C=1C=2C(=NN(C2C=CC1)CC(=O)NCC(=O)NCC(=O)O)C)C(CCC(C)=O)=O